COC(=O)[C@@H]1C(NC2([C@H]1C1=CC=C(C=C1)OC)CCCCC2)=O |r| (±)-trans-4-(4-methoxyphenyl)-2-oxo-1-azaspiro[4.5]decane-3-carboxylic acid methyl ester